C(C)C1C(C2=CC(=CC=C2C1)CC(C)C)=O 2-Ethyl-6-isobutyl-2,3-dihydro-1H-inden-1-one